CNC(=O)N1CC2=C(CC1)N(N=C2)C2CCN(CC2)C(CN2CCNCC2)=O N-methyl-1-[1-(2-piperazin-1-ylacetyl)-4-piperidyl]-6,7-dihydro-4H-pyrazolo[4,3-c]pyridine-5-carboxamide